2-[(2-Fluoroacetyl)-[[(2S)-1-(2-phenylacetyl)pyrrolidine-2-carbonyl]amino]amino]acetamide FCC(=O)N(CC(=O)N)NC(=O)[C@H]1N(CCC1)C(CC1=CC=CC=C1)=O